5-Iodo-2'-deoxyuridine IC=1C(NC(N([C@H]2C[C@H](O)[C@@H](CO)O2)C1)=O)=O